2,3-bis(5-(4-((6-hydroxyhexyl)oxy)phenyl)thiophen-2-yl)acrylonitrile OCCCCCCOC1=CC=C(C=C1)C1=CC=C(S1)C(C#N)=CC=1SC(=CC1)C1=CC=C(C=C1)OCCCCCCO